NC=1C(=NC(=C(N1)NC)C=1C2=C(C=NC1)N(C=N2)C)C(=O)OC methyl 3-amino-6-(3-methyl-3H-imidazo[4,5-c]pyridin-7-yl)-5-(methylamino)pyrazine-2-carboxylate